phenyl(dimethylfluorenyl)(phenyldibenzofuranyl)Triazine iso-propyl-lactate C(C)(C)OC(C(O)C)=O.C1(=CC=CC=C1)C1=C(C(=NN=N1)C1=C(C=CC=2OC3=C(C21)C=CC=C3)C3=CC=CC=C3)C3=C(C(=CC=2C1=CC=CC=C1CC32)C)C